(2S,6S)-2-(cyanomethyl)-6-methylpiperazine-1-carboxylic acid benzyl ester C(C1=CC=CC=C1)OC(=O)N1[C@H](CNC[C@@H]1C)CC#N